oxamide NC(=O)C(=O)N